O=C1NC(CCC1N1C(C2=CC=C(C=C2C1=O)C)=O)=O 2-(2,6-dioxo-piperidin-3-yl)-5-methyl-isoindole-1,3-dione